C(OC[C@]1(O[C@H]([C@@H]([C@@H]1O)O)C1=CC=C2C(=NC=NN21)N)C#N)(OCCC)=O ((2R,3S,4R,5S)-5-(4-aminopyrrolo[2,1-f][1,2,4]triazin-7-yl)-2-cyano-3,4-dihydroxytetrahydrofuran-2-yl)methyl propyl carbonate